C(=O)(O)C1=C(C=CC=C1C(=O)O)C(C)(C)C1=C(C(=CC=C1)C(=O)O)C(=O)O 2,2-bis-(2,3-dicarboxyphenyl)-propane